O=C1N2[C@H](OC13CC(C3)OC3=CN=CC(=N3)C#N)CC[C@H]2C2=CC=CC=C2 6-{[(1r,3R,5'S,7a'R)-3'-oxo-5'-phenyltetrahydro-3'H-spiro[cyclobutane-1,2'-pyrrolo[2,1-b][1,3]oxazol]-3-yl]oxy}pyrazine-2-carbonitrile